N'-(4-(3-chlorophenoxy)phenyl)-3-(difluoromethyl)-1-methyl-1H-pyrazole-4-carbohydrazide ClC=1C=C(OC2=CC=C(C=C2)NNC(=O)C=2C(=NN(C2)C)C(F)F)C=CC1